C(C)(C)(C)OC(=O)N1CCC(CC1)C(N)C1=C(C=C(C(=C1)Cl)Cl)OCC=C.OCC1=CC=C(C=C1)C (4-hydroxymethylphenyl)methane tert-butyl-4-((2-(allyloxy)-4,5-dichlorophenyl)(amino)methyl)piperidine-1-carboxylate